FC(C)(F)C1=CC(=CC=2N(C=NC21)C[C@H]2OCC2)C(=O)O 4-(1,1-difluoroethyl)-1-(((S)-oxetan-2-yl)methyl)-1H-benzo[d]imidazole-6-carboxylic acid